benzyl 3-(((benzyloxy) carbonyl) amino)-4-ethyl-4-hydroxyazepan-1-carboxylate C(C1=CC=CC=C1)OC(=O)NC1CN(CCCC1(O)CC)C(=O)OCC1=CC=CC=C1